FC=1C=C2CN(CC2=CC1)C=1OC2=C(C=C(C=C2C(C1)=O)C)C(C)NC1=C(C(=O)N)C=CC=C1 [1-[2-(5-Fluoroisoindolin-2-yl)-6-methyl-4-oxo-chromen-8-yl]ethylamino]benzamide